2,7-dimethyl-3-benzoyloxy-4H-pyrido[1,2-a]pyrimidin-4-one CC=1N=C2N(C(C1OC(C1=CC=CC=C1)=O)=O)C=C(C=C2)C